2-(((3,5-difluoropyridin-2-yl)oxy)methyl)-4-(((2S,4S)-2-methylpiperidin-4-yl)oxy)pyrimidine FC=1C(=NC=C(C1)F)OCC1=NC=CC(=N1)O[C@@H]1C[C@@H](NCC1)C